C(CC)OC(C)NC(CCC)=O N-(1-propoxyethyl)butyramide